FC1=C(C(=CC2=C1C=C(S2)C(CCC(=O)[O-])=O)OC)O 4-(4-fluoro-5-hydroxy-6-methoxy-benzothiophen-2-yl)-4-oxo-butanoate